CN1C(=NN=C1)S[C@@H](C)C=1C=C(C=CC1)NC(C1=NC(=CC=C1)S(=O)(=O)C)=O (S)-N-(3-(1-((4-methyl-4H-1,2,4-triazol-3-yl)thio)ethyl)phenyl)-6-(methylsulfonyl)picolinamide